C(C=C)(=O)N1[C@H](CN(CC1)C1=NC(=NC=2C[C@@]3(CCC12)C=CC1=C(C=CC=C13)F)OC[C@H]1N(CCC1)C)CC#N 2-((S)-1-acryloyl-4-((S)-4-fluoro-2'-(((S)-1-methylpyrrolidin-2-yl)methoxy)-5',8'-dihydro-6'H-spiro[indene-1,7'-quinazolin]-4'-yl)piperazin-2-yl)acetonitrile